OC=1C=C(CNC(=O)C2=NC3=C(C(=CC=C3C=C2)C(=O)O)O)C=C(C1)O 2-(3,5-dihydroxybenzylcarbamoyl)-8-hydroxyquinoline-7-carboxylic acid